5,6,7,8-tetrahydrofolic acid C(CC[C@@H](C(=O)O)NC(=O)C1=CC=C(NCC2CNC=3N=C(N)NC(=O)C3N2)C=C1)(=O)O